1-(5-Methoxypyridin-2-yl)ethan-1-ol COC=1C=CC(=NC1)C(C)O